5-(2-fluoro-6-methoxyphenyl)-N-(5-(((1r,4r)-4-hydroxycyclohexyl)methoxy)-1,3,4-thiadiazol-2-yl)-1-methyl-1H-benzo(d)imidazole-6-carboxamide FC1=C(C(=CC=C1)OC)C1=CC2=C(N(C=N2)C)C=C1C(=O)NC=1SC(=NN1)OCC1CCC(CC1)O